1-(1,3-Bis(((Z)-octadec-9-en-1-yl)oxy)-2-((((Z)-octadec-9-en-1-yl)oxy)methyl)-propan-2-yl)-3-(3-(dimethylamino)propyl)thiourea C(CCCCCCC\C=C/CCCCCCCC)OCC(COCCCCCCCC\C=C/CCCCCCCC)(COCCCCCCCC\C=C/CCCCCCCC)NC(=S)NCCCN(C)C